4-[(4-hydroxyphenyl)methyl]-1,2,3-trihydroxybenzene OC1=CC=C(C=C1)CC1=C(C(=C(C=C1)O)O)O